FC=1C=C(C=CC1CN1C(=NC=C1)C)C1=CC=CC(=C1)CC(C)C 3'-fluoro-5-isobutyl-4'-((2-methyl-1H-imidazol-1-yl)methyl)-[1,1'-biphenyl]